NC1=NC=NN2C1=C(C=C2C=2N=C(OC2)C)C2=CC(=C(C=C2)CC(=O)OC(C)(C)C)OC tert-Butyl 2-(4-(4-amino-7-(2-methyloxazol-4-yl)pyrrolo[2,1-F][1,2,4]triazin-5-yl)-2-methoxyphenyl)acetate